[Eu].[Al].[Mg] magnesium-aluminum-europium salt